C1(CC1)C1=C(C(=CC=C1)F)N1N=C2C(=CC1=O)NN=C2C2=CC=C(C=C2)N2CCN(CC2)C 5-(2-Cyclopropyl-6-fluorophenyl)-3-(4-(4-methylpiperazin-1-yl)phenyl)-1H-pyrazolo[4,3-c]pyridazin-6(5H)-on